CCCO METHYL-2-ethanol